5,15-bis(4-octadecyloxyphenyl)-porphyrin C(CCCCCCCCCCCCCCCCC)OC1=CC=C(C=C1)C=1C2=CC=C(N2)C=C2C=CC(C(=C3C=CC(=CC=4C=CC1N4)N3)C3=CC=C(C=C3)OCCCCCCCCCCCCCCCCCC)=N2